3,4-dimethylbenzyl ether CC=1C=C(COCC2=CC(=C(C=C2)C)C)C=CC1C